(S)-2-(2-(2-cyclopropylphenyl)pyrrolidin-1-yl)spiro[3.5]non-6-en-7-yl trifluoromethanesulfonate FC(S(=O)(=O)OC1=CCC2(CC(C2)N2[C@@H](CCC2)C2=C(C=CC=C2)C2CC2)CC1)(F)F